C1(CCCC1)[C@@H]1C[C@H](N(C1)C(=O)OC(C)(C)C)C(=O)OC 1-(tert-butyl) 2-methyl (2S,4S)-4-cyclopentylpyrrolidine-1,2-dicarboxylate